ClC1=C(C(=CC=C1)Cl)N1CC(C1)C1=CC(=C(CN2CCC(CC2)C(=O)OC)C(=C1)C)C methyl 1-(4-(1-(2,6-dichlorophenyl) azetidin-3-yl)-2,6-dimethylbenzyl)-piperidine-4-carboxylate